C(C)(C)(C)C=1C=C(C=C(C1O)C(C)(C)C)CCC(=O)NC(CCCCC)NC(CCC1=CC(=C(C(=C1)C(C)(C)C)O)C(C)(C)C)=O N,N'-bis-(3-(3,5-di-t-butyl-4-hydroxyphenyl)propionyl)hexanediamine